C(C1=CC=CC=C1)OC=1C(=C(OCCOC2=C(C=CC=C2)NC(C2=C(C(=CC=C2)OCC2=CC=CC=C2)OCC2=CC=CC=C2)=O)C=CC1OCC1=CC=CC=C1)O N-(o-{2-[3,4-Bis(benzyloxy)-2-hydroxyphenoxy]ethoxy}phenyl)2,3-bis(benzyloxy)benzamide